1-(2,6-dioxopiperidin-3-yl)-2-oxo-1,2-dihydrobenzo[cd]indole-5-carboxamide O=C1NC(CCC1N1C(C2=C3C(C=CC=C13)=C(C=C2)C(=O)N)=O)=O